tert-butyl 4-[amino(7-[[2-fluoro-4-(pyrazol-1-yl)phenyl]amino]-1,6-naphthyridin-2-yl)methyl]piperidine-1-carboxylate NC(C1CCN(CC1)C(=O)OC(C)(C)C)C1=NC2=CC(=NC=C2C=C1)NC1=C(C=C(C=C1)N1N=CC=C1)F